2,6-dihydroxybenzonitrile OC1=C(C#N)C(=CC=C1)O